1-(3-((3-(1H-pyrazol-4-yl)-1H-indazol-6-yl)amino)phenyl)-3-(3-(tert-butyl)-1-(3,5-difluorophenyl)-1H-pyrazol-5-yl)urea N1N=CC(=C1)C1=NNC2=CC(=CC=C12)NC=1C=C(C=CC1)NC(=O)NC1=CC(=NN1C1=CC(=CC(=C1)F)F)C(C)(C)C